BrC=1N=C2N(CCN(C2)C(=O)OC(C)(C)C)C1CC1=C(C=C(C=C1)F)C(F)(F)F tert-Butyl 2-bromo-3-(4-fluoro-2-(trifluoromethyl)benzyl)-5,6-dihydroimidazo[1,2-a]pyrazine-7(8H)-carboxylate